(3-azabicyclo[3.1.0]hexan-3-yl)(5-methyl-6-(3-(trifluoromethyl)-7,8-dihydro-1,6-naphthyridin-6(5H)-yl)pyridazin-3-yl)methanone C12CN(CC2C1)C(=O)C=1N=NC(=C(C1)C)N1CC=2C=C(C=NC2CC1)C(F)(F)F